(R)-N-(4-((2-(2,4-difluorophenyl)pyridin-4-yl)amino)-7-((1-methylpyrrolidin-3-yl)oxy)quinazolin-6-yl)acrylamide FC1=C(C=CC(=C1)F)C1=NC=CC(=C1)NC1=NC=NC2=CC(=C(C=C12)NC(C=C)=O)O[C@H]1CN(CC1)C